C1(=CC=CC=C1)NC1=CC(=CC=C1)NC1=CC=CC=C1 Diphenyl-1,3-phenylenediamine